3-[2-(dimethylamino)ethyl]-6-(2,2-dimethyl-4-piperidinyl)-1,3-benzooxazol-2-one dihydrochloride Cl.Cl.CN(CCN1C(OC2=C1C=CC(=C2)C2CC(NCC2)(C)C)=O)C